4-(2-(pyrrolidin-1-yl)-4-(trifluoromethyl)benzyl)piperazine-1-carboxylic acid 1,1,1,3,3,3-hexafluoropropan-2-yl ester monohydrochloride Cl.FC(C(C(F)(F)F)OC(=O)N1CCN(CC1)CC1=C(C=C(C=C1)C(F)(F)F)N1CCCC1)(F)F